[Br-].C(CCCCCCCCCCC)[N+]1=CC2=CC=CC=C2C=C1 2-Lauryl-isoquinolinium bromide